C1(CCCC1)N1C(C2(C(N(CC2)C)=O)CC2=C1N=C(N=C2)SC)=O 8-cyclopentyl-1'-methyl-2-(methylthio)-5H-spiro[pyrido[2,3-d]pyrimidine-6,3'-pyrrolidine]-2',7(8H)-dione